6-((2-(2,6-dioxopiperidin-3-yl)-1-oxoisoindol-4-yl)amino)hexanoic acid O=C1NC(CCC1N1C(C2=CC=CC(=C2C1)NCCCCCC(=O)O)=O)=O